OC[C@@H]1N2C=3C(=C(SC3C(NC1)=O)C1=CC=NC=C1)OCC2 (R)-6-(hydroxymethyl)-2-(pyridin-4-yl)-4,5,7,8-tetrahydro-3-oxa-1-thia-5a,8-diazabenzo[cd]azulen-9(6H)-one